C(C)(C)(C)C1=CC=C(C(=O)N)C=C1 p-t-butylbenzoamide